The molecule is a peptide zwitterion obtained by transfer of a proton from the carboxy to the amino group of vancomycin aglycone. It is a conjugate acid of a vancomycin aglycone(1-). It is a tautomer of a vancomycin aglycone. CC(C)C[C@H](C(=O)N[C@@H]1[C@@H](C2=CC(=C(C=C2)OC3=CC4=CC(=C3O)OC5=C(C=C(C=C5)[C@H]([C@H]6C(=O)N[C@@H](C7=C(C(=CC(=C7)O)O)C8=C(C=CC(=C8)[C@H](C(=O)N6)NC(=O)[C@@H]4NC(=O)[C@@H](NC1=O)CC(=O)N)O)C(=O)[O-])O)Cl)Cl)O)[NH2+]C